N-(3-(azepan-1-yl)-4-(4-(pyridin-3-ylmethyl)piperazine-1-carbonyl)phenyl)cyclopropanecarboxamide N1(CCCCCC1)C=1C=C(C=CC1C(=O)N1CCN(CC1)CC=1C=NC=CC1)NC(=O)C1CC1